C(C)(=O)N1C[C@@H](CCC1)NC1=NC=C2N=C(N(C2=N1)C1CCC(CC1)C(=O)N)NC1=C(C=C(C=C1F)Cl)Cl (1S,4s)-4-(2-((R)-1-acetylpiperidin-3-ylamino)-8-(2,4-dichloro-6-fluorophenylamino)-9H-purin-9-yl)cyclohexanecarboxamide